Methyl 2-(6-methylpyridin-3-yl)-5-nitrobenzoate CC1=CC=C(C=N1)C1=C(C(=O)OC)C=C(C=C1)[N+](=O)[O-]